D-O-methylhomotyrosine COC1=CC=C(CC[C@@H](N)C(=O)O)C=C1